dioxolan-4-ylmethanol O1COC(C1)CO